NC1=NN(C(=C1)C(C)(C)O)C1=CC=CC=C1 2-(3-amino-1-phenyl-1H-pyrazol-5-yl)propan-2-ol